COC(NC=1N=NC(=C(C1)NC1=NC=CC(=C1OC)C1=NN(C=N1)C)C(NC([2H])([2H])[2H])=O)=O Methyl-N-(5-{[3-methoxy-4-(1-methyl-1H-1,2,4-triazol-3-yl)pyridin-2-yl]amino}-6-[(2H3)methylcarbamoyl]pyridazin-3-yl)carbamat